FC(OC1=C(C=NO)C=CC=C1)(F)F (trifluoromethoxy)benzaldehyde oxime